C1(CC1)C1=C(C(=CC(=C1)N1CC2=CC=C(C=C2CC1)F)C)NC(CC1(CC(C1)(F)F)C)=O N-(2-cyclopropyl-4-(6-fluoro-3,4-dihydroisoquinolin-2(1H)-yl)-6-methylphenyl)-2-(3,3-difluoro-1-methylcyclobutyl)acetamide